tert-butyl N-(2-chloro-4-methylsulfonyl-phenyl)carbamate ClC1=C(C=CC(=C1)S(=O)(=O)C)NC(OC(C)(C)C)=O